tert-butyl (racemic)-3-(((benzyloxy)carbonyl)amino)-4-fluoropyrrolidine-1-carboxylate C(C1=CC=CC=C1)OC(=O)NC1CN(CC1F)C(=O)OC(C)(C)C